C(#C)C=1C(=C(NC=2C3=C(N=CN2)C=CC(=N3)N3[C@@H]2CN([C@H](C3)C2)C(C=C)=O)C=CC1OCC1COC1)F 1-[(1S,4S)-5-[4-[3-Ethynyl-2-fluoro-4-(oxetan-3-ylmethoxy)anilino]pyrido[3,2-d]pyrimidin-6-yl]-2,5-diazabicyclo[2.2.1]heptan-2-yl]prop-2-en-1-one